di(tert-butyl)(2-naphthyl)phosphine C(C)(C)(C)P(C1=CC2=CC=CC=C2C=C1)C(C)(C)C